ClC=1C=CC(=C2C=C(NC12)C(=O)N[C@H](C(=O)N[C@H](C(=O)OC)C[C@H]1C(NCCC1)=O)CC1CC1)OC methyl (2S)-2-[[(2S)-2-[(7-chloro-4-methoxy-1H-indole-2-carbonyl)amino]-3-cyclopropyl-propanoyl]amino]-3-[(3S)-2-oxo-3-piperidyl]propanoate